ClC1=NC=CC(=N1)C1=CC2=C(N=CS2)C=C1 6-(2-chloropyrimidin-4-yl)benzothiazole